C(CCCCCC)OC(CC#N)=O n-heptylcyanoacetate